2-(4-(2-(Imidazo[1,2-a]pyridin-6-yl)-3-isopropyl-1H-indol-5-yl)piperidin-1-yl)-N,N-dimethylacetamid N=1C=CN2C1C=CC(=C2)C=2NC1=CC=C(C=C1C2C(C)C)C2CCN(CC2)CC(=O)N(C)C